C(C)(CC)C1C(NC2=C(N1C(=O)C1=CN(C(C=C1)=O)C)N=CC=C2)=O 3-(sec-butyl)-4-(1-methyl-6-oxo-1,6-dihydropyridine-3-carbonyl)-3,4-dihydropyrido[2,3-b]pyrazin-2(1H)-one